COC(=O)C=1C=C(C=C(C1)C(=O)OC)C1=C(C(=CC(=C1)C(=O)OC)C(=O)OC)C1=CC=CC=C1 3,3',5,5'-terphenyltetracarboxylic acid tetramethyl ester